(3R,3aR,4R,5S,7aS)-6,6-difluoro-7a-hydroxy-4-((E)-2-(2'-methoxy-[3,3'-bipyridin]-6-yl)vinyl)-3,5-dimethylhexahydroisobenzofuran-1(3H)-one FC1([C@H]([C@@H]([C@@H]2[C@H](OC([C@@]2(C1)O)=O)C)\C=C\C1=CC=C(C=N1)C=1C(=NC=CC1)OC)C)F